C1(=CCCCC1)C[C@@H](CC1=CC=CC=C1)N1C=NC=C1 (S)-1-(1-cyclohexenyl-3-phenyl-2-propyl)-imidazole